6-methoxy-2,3-dimethylisoquinolin-2-ium COC=1C=C2C=C([N+](=CC2=CC1)C)C